C1(CCCC1)NC(=O)NC=1C=C(C2=C(N=C(N=C2)NC2=C(C=CC=C2)N2CC(CCC2)CS(=O)(=O)C)N1)C#C 1-cyclopentyl-3-(5-ethynyl-2-((2-(3-((methylsulfonyl)methyl)piperidin-1-yl)phenyl)amino)pyrido[2,3-d]pyrimidin-7-yl)urea